CC(C#C)CCCC(CCCC(C)C)C 3,7,11-trimethyldodecyn